1H-carbazol-1-one C1(C=CC=C2C3=CC=CC=C3N=C12)=O